(1S,3R)-3-amino-N-(2',3'-dichloro-5-fluoro[4,4'-bipyridin]-2-yl)cyclohexanecarboxamide N[C@H]1C[C@H](CCC1)C(=O)NC1=NC=C(C(=C1)C1=C(C(=NC=C1)Cl)Cl)F